C(=O)(OCC1C2=CC=CC=C2C2=CC=CC=C12)N[C@@H](CC1=CC(=CC=C1)F)C(=O)O Fmoc-3-fluoro-L-phenylalanine